2-deoxy-[18F]-fluoro-D-glucose [18F]C(=O)C[C@@H](O)[C@H](O)[C@H](O)CO